4-fluoro-5-methylisoxazol-3-amine FC=1C(=NOC1C)N